C(C)(C)C1=NC=CC(=C1N)C 2-isopropyl-4-methylpyridin-3-amine